4-(6-fluoro-1-(4-(trifluoromethyl)phenyl)-1H-indazol-3-yl)-1-((2-(methylamino)pyrimidin-4-yl)methyl)pyridin-2(1H)-one FC1=CC=C2C(=NN(C2=C1)C1=CC=C(C=C1)C(F)(F)F)C1=CC(N(C=C1)CC1=NC(=NC=C1)NC)=O